5-chloro-N-(3-chloro-1-(tetrahydro-2H-pyran-4-yl)-1H-pyrazol-4-yl)-7-ethyl-7H-pyrrolo[2,3-d]pyrimidin-2-amine ClC1=CN(C=2N=C(N=CC21)NC=2C(=NN(C2)C2CCOCC2)Cl)CC